C(=C)C1=CC=C(C=C1)OP(O)(O)=O phosphoric acid 4-vinylphenyl ester